C(C)OC(C(N=CC1=CC=CC=C1)(C)CC#C)=O N-benzylidene-DL-alpha-methyl-propargyl-glycine ethyl ester